(R)-N-(4-bromobenzyl)-1-(2-(3-fluoro-4-methylphenyl)-2H-pyrazolo[3,4-d]pyrimidin-4-yl)piperidine-3-carboxamide BrC1=CC=C(CNC(=O)[C@H]2CN(CCC2)C=2C=3C(N=CN2)=NN(C3)C3=CC(=C(C=C3)C)F)C=C1